CC(C(=O)OCN1C(N(C=2N=C(N(C2C1=O)C1=CC=C(C=C1)Cl)C1=C(C=CC=C1)Cl)CC1=CC=C(C=C1)Cl)=O)(C)C [8-(2-chlorophenyl)-7-(4-chlorophenyl)-3-[(4-chlorophenyl)methyl]-2,6-dioxo-2,3,6,7-tetrahydro-1H-purin-1-yl]methyl 2,2-dimethylpropanoate